2-methoxyethyl 2,4-dimethylpiperidine-1-carboxylate CC1N(CCC(C1)C)C(=O)OCCOC